1-phenyl-1-(pyridine-2-yl)1-ethanol C1(=CC=CC=C1)C(C)(O)C1=NC=CC=C1